ClC=1C=C(C=C(C1)Cl)NCC1CC12CCN(CC2)C(=O)OCC2=CC=CC=C2 benzyl 1-(((3,5-dichlorophenyl) amino) methyl)-6-azaspiro[2.5]octane-6-carboxylate